The molecule is a carboxybiphenyl that is [biphenyl]-2-carboxylic acid which is substituted by a hydroxy group at positions 3, 4' and 5', methoxy group at position 5 and a methyl group at position 2'. It is a a metabolite isolated from Alternaria and several other fungal species. It has a role as an antifungal agent and a fungal metabolite. It is a polyphenol, a carboxybiphenyl, an aromatic ether, a member of hydroxybiphenyls and a member of catechols. CC1=CC(=C(C=C1C2=C(C(=CC(=C2)OC)O)C(=O)O)O)O